CC1=CC=C(C=C1)S(=O)(=O)OC1COC1 oxetan-3-yl 4-methylbenzenesulfonate